(E)-N-((5-(4-(1,4-oxazepane-4-carbonyl)phenyl)-7-(trifluoromethyl)benzofuran-2-yl)methyl)-3-(6-aminopyridin-3-yl)acrylamide O1CCN(CCC1)C(=O)C1=CC=C(C=C1)C=1C=C(C2=C(C=C(O2)CNC(\C=C\C=2C=NC(=CC2)N)=O)C1)C(F)(F)F